(5-ethoxycarbonyl-2-methylthiopyrimidin-4-yl)methylamine hydrochloride Cl.C(C)OC(=O)C=1C(=NC(=NC1)SC)CN